octyl octanthioate C(CCCCCCC)(OCCCCCCCC)=S